2,3,4,7,8,9,10,11,12,13,14,15,16,17-tetradecahydro-1H-cyclopenta[a]phenanthren-3-yl (2-(1-methyl-1H-imidazol-5-yl)ethyl)carbamate CN1C=NC=C1CCNC(OC1CCC2C3CCC4CCCC4C3CC=C2C1)=O